C(C(O)CO)OC1=C(C(=O)O[C@@H]1[C@@H](O)CO)O glycerylascorbate